COC=1C=C(C(=O)NC)C=C(C1S(NC1=NOC2=C1CC1(C3=CC=C(C=C32)N3[C@H](CC3)C)CC1)(=O)=O)OC (S)-3,5-dimethoxy-N-methyl-4-(N-(8'-(2-methylazetidin-1-yl)-4'H-spiro[cyclopropane-1,5'-naphtho[2,1-d]isoxazol]-3'-yl)sulfamoyl)benzamide